O1CCN(CC1)C1=CC=2N(C(=N1)OC1CCC(CC1)NC1=NC=CC=C1)N=CN2 N-[4-[(7-morpholino-[1,2,4]triazolo[1,5-c]pyrimidin-5-yl)oxy]cyclohexyl]pyridin-2-amine